Cl.NC\C=C(\CN1C=NC2=C1C=C(C=C2C2=NN(C=C2)CCO)C#N)/F (Z)-1-(4-amino-2-fluorobut-2-en-1-yl)-4-(1-(2-hydroxyethyl)-1H-pyrazol-3-yl)-1H-benzo[d]imidazole-6-carbonitrile hydrochloride